1-(2-methoxy-2-methyl-propyl)-4-(4,4,5,5-tetramethyl-1,3,2-dioxaborolan-2-yl)pyrazole COC(CN1N=CC(=C1)B1OC(C(O1)(C)C)(C)C)(C)C